S1C(=CC=C1)N1CCOCC1 thiophenyl-morpholine